ClC=1C=C(C=CC1C(NCC=1C=[N+](N(C1)CCCO)C)=O)NC(=O)C=1N(C(=CN1)C1=C(C(=C(C=C1)OC)F)F)C N-[3-chloro-4-[[1-(3-hydroxypropyl)-2-methyl-pyrazol-2-ium-4-yl]methylcarbamoyl]phenyl]-5-(2,3-difluoro-4-methoxy-phenyl)-1-methyl-imidazole-2-carboxamide